OC1=CC=C2COC(=O)C2=C1OC 6-hydroxy-7-methoxy-phthalide